(S)-2-(2,6-Dioxopiperidin-3-yl)-5-(4-(2-(piperidin-4-yl)ethyl)piperazin-1-yl)isoindoline-1,3-dione O=C1NC(CC[C@@H]1N1C(C2=CC=C(C=C2C1=O)N1CCN(CC1)CCC1CCNCC1)=O)=O